C(CCC)[C@H]1C(N(CC2N(O[C@@H](C(N21)=O)CC2=CC=C(C=C2)O)C(=O)OCCC2=CC=C(C=C2)O)CCC2=CC=CC1=CC=CC=C21)=O (3R,6S)-4-hydroxyphenethyl 6-butyl-3-(4-hydroxybenzyl)-8-(2-(naphthalen-1-yl)ethyl)-4,7-dioxohexahydropyrazino[2,1-c][1,2,4]oxadiazine-1(6H)-carboxylate